Benzoyl-L-arginine-4-nitroanilide hydrochloride Cl.[N+](=O)([O-])C1=CC=C(NC([C@@H](NC(C2=CC=CC=C2)=O)CCCNC(N)=N)=O)C=C1